FC(CN1C(=NC=2C1=NC(=CC2)C=2C=CN1N=C(N=CC12)NC1CN(C1)C)C)F 5-(3-(2,2-difluoroethyl)-2-methyl-3H-imidazo[4,5-b]pyridin-5-yl)-N-(1-methylazetidin-3-yl)pyrrolo[2,1-f][1,2,4]triazin-2-amine